C(C)OC=1C(=CC(=NC1)NC(CC)=O)NC(OC(C)(C)C)=O tert-butyl (5-ethoxy-2-propionamidopyridin-4-yl)carbamate